NC1=C2C(=NC=N1)N(N=C2C2=CC=C1C=C(NC1=C2)C(=O)NCCO)C(C)(C)C 6-(4-amino-1-tert-butyl-pyrazolo[3,4-d]pyrimidin-3-yl)-N-(2-hydroxyethyl)-1H-indole-2-carboxamide